Cl.FC1=C(C=CC(=C1)C(F)(F)F)C(C)N1N=CC(=C1)N 1-(1-(2-fluoro-4-(trifluoromethyl)phenyl)ethyl)-1H-pyrazol-4-amine hydrochloride